Natrium L-lactat C([C@@H](O)C)(=O)[O-].[Na+]